O=C1NC(CC[C@@H]1C1=CC=C(OC2CCC(CC2)C=O)C=C1)=O |r| (1r,4r)-4-{4-[(3RS)-2,6-dioxopiperidin-3-yl]phenoxy}cyclohexane-1-carbaldehyde